C(C)(C)(C)OC(=O)N1CC(CCC1)=O tert-butyl-3-oxopiperidine-1-carboxylate